3-(4'-(benzo[d]oxazol-4-yl)-2-chloro-[1,1'-biphenyl]-3-yl)piperidine-2,6-dione O1C=NC2=C1C=CC=C2C2=CC=C(C=C2)C2=C(C(=CC=C2)C2C(NC(CC2)=O)=O)Cl